FC=1C=C(CN2C(=NC3=NC=C(C=C32)N3C=CC=2N=CN=C(C23)OC)N)C=C(C1)F 1-{3,5-difluorobenzyl}-6-(4-methoxy-5H-pyrrolo[3,2-d]pyrimidin-5-yl)-1H-imidazo[4,5-b]pyridin-2-amine